methyl (S)-2-((4-(6-((isoquinolin-6-yl) methoxy) pyridin-2-yl) piperidin-1-yl) methyl)-3-((oxetan-2-yl) methyl)-3H-imidazo[4,5-b]pyridine-5-carboxylate C1=NC=CC2=CC(=CC=C12)COC1=CC=CC(=N1)C1CCN(CC1)CC1=NC=2C(=NC(=CC2)C(=O)OC)N1C[C@H]1OCC1